C(C)(C)(C)OC(=O)N[C@H](C(=O)OC)CCC(=O)C1=CC=C(C=C1)OCC1=C(C=CC=C1)F methyl (S)-2-((tert-butoxycarbonyl)amino)-5-(4-((2-fluorobenzyl)oxy)phenyl)-5-oxopentanoate